COC1OC(C2=NC(=CC=C21)NC2=NC=C(C(=C2)N[C@H](CO)C2=CC=CC=C2)C=2OC(=NN2)C)(C)C (2S)-2-((2-((5-methoxy-7,7-dimethyl-5,7-dihydrofuro[3,4-b]pyridin-2-yl)amino)-5-(5-methyl-1,3,4-oxadiazol-2-yl)pyridin-4-yl)amino)-2-phenylethan-1-ol